3,3-bis(3-tert-butyl-4-hydroxyphenyl)butanoic acid C(C)(C)(C)C=1C=C(C=CC1O)C(CC(=O)O)(C)C1=CC(=C(C=C1)O)C(C)(C)C